CC=1C(=NC=CN1)C(=O)N 3-methylpyrazine-2-carboxamide